COC=1C=C(C=O)C=CC1O[C@@H]1O[C@@H]([C@H]([C@@H]([C@H]1O)O)O)CO 3-methoxy-4-[(2S,3R,4S,5S,6R)-3,4,5-trihydroxy-6-(hydroxymethyl)oxan-2-yl]oxybenzaldehyde